(S)-4-(5-((3-((2-((S)-3-carboxybutanoyl)-6-methoxybenzo[b]thiophen-5-yl)oxy)propyl)amino)-6-methoxyisoindolin-2-yl)-2-methyl-4-oxo-butanoic acid C(=O)(O)[C@H](CC(=O)C1=CC2=C(S1)C=C(C(=C2)OCCCNC=2C=C1CN(CC1=CC2OC)C(C[C@@H](C(=O)O)C)=O)OC)C